N1(CCOCC1)CCOC1=C(CC=2NC(C=3N=CN(C3N2)C2COCC2)=O)C=CC=C1 2-[2-(2-morpholin-4-yl-ethoxy)-benzyl]-9-(tetrahydro-furan-3-yl)-1,9-dihydro-purin-6-one